tert-butyl (E)-(4-(dimethylamino)-4-oxobut-2-en-1-yl)(2-(4-iodophenoxy)ethyl)carbamate CN(C(/C=C/CN(C(OC(C)(C)C)=O)CCOC1=CC=C(C=C1)I)=O)C